BrC=1C=C2C3(C(N(C(C2=CC1)=O)CC1=NC=C(C=C1)C=1OC(=NN1)C(F)F)=O)CCCCC3 6'-bromo-2'-((5-(5-(difluoromethyl)-1,3,4-oxadiazole-2-yl)pyridine-2-yl)methyl)-1'H-spiro[cyclohexane-1,4'-isoquinoline]-1',3'(2'H)-dione